methyl 4-[3-bromo-5-chloro-4-(methoxymethyloxy) phenyl]-3-methyl-4-oxobutanoate BrC=1C=C(C=C(C1OCOC)Cl)C(C(CC(=O)OC)C)=O